4-[5-(6-{3-cyanopyrrolo[1,2-b]pyridazin-7-yl}-4-[(oxan-4-yl)amino]pyridin-3-yl)-1,3,4-thiadiazol-2-yl]bicyclo[2.2.2]octane-1-carboxylic acid C(#N)C1=CC=2N(N=C1)C(=CC2)C2=CC(=C(C=N2)C2=NN=C(S2)C21CCC(CC2)(CC1)C(=O)O)NC1CCOCC1